(R)-5-(2-chloro-7-(4-chloro-3-(trifluoromethyl)benzoyl)-6-methyl-4-oxo-5,6,7,8-tetrahydropyrido[3,4-d]pyrimidin-3(4H)-yl)-N-methylisoxazole-3-carboxamide ClC=1N(C(C2=C(N1)CN([C@@H](C2)C)C(C2=CC(=C(C=C2)Cl)C(F)(F)F)=O)=O)C2=CC(=NO2)C(=O)NC